hexyl (S)-2-amino-3-tertiary-butoxypropionate N[C@H](C(=O)OCCCCCC)COC(C)(C)C